5-chloro-6-fluoro-7-methoxyindole-2,3-dione ClC=1C=C2C(C(NC2=C(C1F)OC)=O)=O